methyl 4-cyclopropyl-5-pyridazin-4-yl-2-(2-trimethylsilylethoxymethyl)pyrazole-3-carboxylate C1(CC1)C1=C(N(N=C1C1=CN=NC=C1)COCC[Si](C)(C)C)C(=O)OC